C(C)(C)(C)C=1C(=C(C=C(C1)C)N1N=C2C(=N1)C=CC=C2)O 2-(3-t-butyl-5-methyl-2-hydroxyphenyl)benzotriazole